N[C@H]1[C@@H](CCC[C@@H]1F)C1=C(C2=NC(=CC(=C2S1)NCC=1SC=CC1)Cl)C 2-((1R,2S,3S)-2-amino-3-fluorocyclohexyl)-5-chloro-3-methyl-N-(thiophen-2-ylmethyl)thieno[3,2-b]pyridin-7-amine